ClC=1C=C(C(=O)N(C)C2C[C@]3(CC[C@@](C2)(N3)C)C)C=CC1[C@H]1[C@@H](C1)C1=NN(C3=NC(=CC=C31)C)C 3-chloro-4-((1R,2R)-2-(1,6-dimethyl-1H-pyrazolo[3,4-b]pyridin-3-yl)cyclopropyl)-N-((1R,3s,5S)-1,5-dimethyl-8-azabicyclo[3.2.1]oct-3-yl)-N-methylbenzamide